C(#N)C=1C(=NC=CC1)SC(CC(C#N)C#N)CCCCCC 2-[2-[(3-cyano-2-pyridinyl)sulfanyl]octyl]malononitrile